ClC=1C=C(C2=C(N1)N(N=C2C(C)C)C)NCC=2C=NN(C2)C 6-chloro-3-isopropyl-1-methyl-N-((1-methyl-1H-pyrazol-4-yl)methyl)-1H-pyrazolo[3,4-b]pyridin-4-amine